3-(4-chlorophenyl)-1H-pyrazole-1-carboxylic acid chloromethyl ester ClCOC(=O)N1N=C(C=C1)C1=CC=C(C=C1)Cl